ClC1=C(C=C(C=C1)OCOC)C1=NC(=C(C(=N1)NC1C(CN(CC1)C(=O)OC(C)(C)C)(F)F)C)C=1C(=NOC1C)C tert-butyl 4-(2-(2-chloro-5-(methoxymethoxy)phenyl)-6-(3,5-dimethylisoxazol-4-yl)-5-methylpyrimidin-4-ylamino)-3,3-difluoropiperidine-1-carboxylate